C[C@H]1CN(CCN1C=1C=C2C(=NC=NC2=CC1)NC1=CC(=C(C=C1)CC1=CC2=C(N(C=N2)C)C=C1)C)C(C=C)=O (S)-1-(3-methyl-4-(4-((3-methyl-4-((1-methyl-1H-benzo[d]imidazol-5-yl)methyl)phenyl)amino)quinazolin-6-yl)piperazin-1-yl)prop-2-en-1-one